N-[5-(difluoromethyl)-1-methyl-1H-pyrazol-3-yl]-4-methyl-3-[2-(pyridin-3-yl)ethynyl]benzamide FC(C1=CC(=NN1C)NC(C1=CC(=C(C=C1)C)C#CC=1C=NC=CC1)=O)F